(8-amino-5-(4-(1-(2-methoxyethyl)-1H-pyrazole-4-yl)phenyl)-1,7-naphthyridin-3-yl)(4-methylpiperazine-1-yl)methanone NC=1N=CC(=C2C=C(C=NC12)C(=O)N1CCN(CC1)C)C1=CC=C(C=C1)C=1C=NN(C1)CCOC